ClC=1C=C2C(=C(NC2=CC1)C(=O)O)CC(=O)N1CCN(CC1)C1=CC(=CC=C1)OC 5-chloro-3-(2-(4-(3-methoxyphenyl)piperazin-1-yl)-2-oxoethyl)-1H-indole-2-carboxylic acid